{4-([4-(6-aminopyridazin-3-yl)piperidine-1-carbonyl])Phenyl}boronic acid NC1=CC=C(N=N1)C1CCN(CC1)C(=O)C1=CC=C(C=C1)B(O)O